C1OCC12CN(C2)C=2C=CC(=NC2)CO [5-(2-oxa-6-azaspiro[3.3]heptan-6-yl)-2-pyridyl]methanol